8-isopropyl-2-{[4-(4-methylpiperazin-1-yl)phenyl]amino}-5-[2-(triisopropylsilyl)ethynyl]pyrido[2,3-d]pyrimidin-7-one C(C)(C)N1C(C=C(C2=C1N=C(N=C2)NC2=CC=C(C=C2)N2CCN(CC2)C)C#C[Si](C(C)C)(C(C)C)C(C)C)=O